(2R,3S)-3-((6-fluoro-2-(2-methoxy-7-methylquinoxalin-5-yl)thiazolo[5,4-b]pyridine-5-yl)oxy)butan-2-yl (2-carbamoylpyrimidin-5-yl)carbamate C(N)(=O)C1=NC=C(C=N1)NC(O[C@H](C)[C@H](C)OC1=C(C=C2C(=N1)SC(=N2)C2=C1N=CC(=NC1=CC(=C2)C)OC)F)=O